C1(=CC=CC2=CC=CC=C12)CC(=O)N 2-(1-Naphthyl)acetamid